4-(dimethylamino)-1-(3-((5-methylthiophen-2-yl)methyl)-3,6-diazabicyclo[3.1.1]heptan-6-yl)but-2-en-1-one CN(CC=CC(=O)N1C2CN(CC1C2)CC=2SC(=CC2)C)C